FC=1C(=NC(=NC1)NC1=CC=C(C=N1)N1CC(NCC1)=O)C1=CC2=C(OCCN2C(C)C)C(=C1)F 4-(6-((5-fluoro-4-(8-fluoro-4-isopropyl-3,4-dihydro-2H-benzo[b][1,4]oxazin-6-yl)pyrimidin-2-yl)amino)pyridin-3-yl)piperazin-2-one